(S)-5-(8-(4-((2-(difluoromethyl)pyridin-4-yl)oxy)-3,3-difluoropyrrolidin-1-yl)-3-fluoroimidazo[1,2-b]pyridazin-6-yl)pyrimidine-2,4(1H,3H)-dione FC(C1=NC=CC(=C1)O[C@@H]1C(CN(C1)C=1C=2N(N=C(C1)C=1C(NC(NC1)=O)=O)C(=CN2)F)(F)F)F